trans-2-Chloro-4-[3-amino-2,2,4,4-tetramethylcyclobutoxy]benzonitrile ClC1=C(C#N)C=CC(=C1)O[C@@H]1C([C@H](C1(C)C)N)(C)C